FC1=C(C=CC(=C1)C(=O)O)B(O)O 2-Fluoro-4-carboxyphenylboronic acid